(Z)-8-benzyl-6-(2-fluoro-3-nitrophenyl)-2-(3-(methoxymethyl)benzylidene)imidazo[1,2-a]Pyrazin-3(2H)-one C(C1=CC=CC=C1)C=1C=2N(C=C(N1)C1=C(C(=CC=C1)[N+](=O)[O-])F)C(/C(/N2)=C/C2=CC(=CC=C2)COC)=O